1-(2',5'-difluoro-[1,1'-biphenyl]-4-yl)-5-methoxy-3-(4-methylthiazol-2-yl)tetrahydropyrimidin-2(1H)-one FC1=C(C=C(C=C1)F)C1=CC=C(C=C1)N1C(N(CC(C1)OC)C=1SC=C(N1)C)=O